CN(C(=O)OC=1C=C(N(C)C)C=CC1)C 3-[(dimethylamino)carbonyloxy]-N,N-dimethylaniline